C(C)(C)(C)N(C([O-])=O)C[C@H](C)ONC(=O)[C@H]1N2C(N([C@H](CC1)C2)OS(=O)(=O)O)=O.C(CCC)[N+](CCCC)(CCCC)CCCC tetrabutylammonium tert-butyl-{(2S)-2-[({[(2S,5R)-7-oxo-6-(sulfooxy)-1,6-diazabicyclo[3.2.1]oct-2-yl]carbonyl}amino)oxy]propyl}carbamate